BrC1=C(C#N)C(=CC(=C1F)Cl)F 2-Bromo-4-chloro-3,6-difluorobenzonitrile